tert-butyl (2-amino-6-fluorophenyl)carbamate NC1=C(C(=CC=C1)F)NC(OC(C)(C)C)=O